Cl.C(C)[NH-] ethylAmide hydrochloride